FC=1C=C2C=CC=C(C2=CC1)N 6-fluoronaphthalen-1-amine